C1(=CC=CC=C1)CSCCCS(=O)(=O)N 3-(phenylmethylthio)propane-1-sulfonamide